BrC1=NC=C2C=C(N=C(C2=C1)C#N)Cl 7-bromo-3-chloro-2,6-naphthyridine-1-carbonitrile